OC=1C=CC2=C(SC(=C2C(=O)C2=CC=C(OCC3CCN(CC3)CCN3CCC(CC3)C=3C=C4CN(C(C4=CC3)=O)C3C(NC(CC3)=O)=O)C=C2)C2=CC=C(C=C2)O)C1 3-(5-(1-(2-(4-((4-(6-hydroxy-2-(4-hydroxyphenyl)benzo[b]thiophene-3-carbonyl)phenoxy)methyl)piperidin-1-yl)ethyl)piperidin-4-yl)-1-oxoisoindolin-2-yl)piperidine-2,6-dione